BrC=1C(=NC=CC1N1CCN(CC1)CC=1C=C2CN(C(C2=CC1)=O)N1C(NC(CC1)=O)=O)Cl 1-(5-((4-(3-bromo-2-chloropyridin-4-yl)piperazin-1-yl)methyl)-1-oxoisoindolin-2-yl)dihydropyrimidine-2,4(1H,3H)-dione